C(=O)(C1CCCCC(=O)N1)C1CCCCC(=O)N1 carbonyl-bis-caprolactam